7-ethyl-4-(4-fluoro-3-(6-methoxy-2,3-dihydrobenzofuran-5-yl)phenyl)-7H-imidazo[4,5-c]pyridazine C(C)N1C=NC2=C1N=NC=C2C2=CC(=C(C=C2)F)C=2C(=CC1=C(CCO1)C2)OC